[Si](C1=CC=CC=C1)(C1=CC=CC=C1)(C(C)(C)C)OC1CC(C(C1)O)C=C (trans)-4-((tert-butyldiphenylsilyl)oxy)-2-vinylcyclopentanol